(E)-5-(4-(cyclopropylmethoxy)styryl)-3-fluoro-2-hydroxybenzaldehyde C1(CC1)COC1=CC=C(/C=C/C=2C=C(C(=C(C=O)C2)O)F)C=C1